C(C1=CC=CC=C1)OC(=O)C1=C(C(C=C2OC3=CC=CC(=C3N=C12)C(=O)OCC1=CC=CC=C1)=O)N 2-amino-3-oxo-3H-phenoxazine-1,9-dicarboxylic acid dibenzyl ester